(2S,SR)-5-METHYL-2-(2-PROPANYL)CYCLOHEXANONE OXIME C[C@H]1CC[C@H](C(C1)=NO)C(C)C |&1:1|